(2-(3',6'-dimethyl-10H-spiro[acridin-9,9'-fluoren]-10-yl)butyl)phosphoric acid CC=1C=CC=2C3(C4=CC=C(C=C4C2C1)C)C1=CC=CC=C1N(C=1C=CC=CC13)C(COP(O)(O)=O)CC